C(C)(=O)C=1C(=CC2=C(OCO2)C1)NC(CBr)=O N-(6-acetylbenzo[d][1,3]dioxol-5-yl)-2-bromoacetamide